C1(CCCCC1)OC(CCCCCCCCCCC)=O lauric acid cyclohexyl ester